C1(=CC(=CC=C1)N1C(C=CC1=O)=O)N1C(C=CC1=O)=O N,N'-1,3-Phenylenebismaleimide